2-(2-(Benzyloxy)-4,6-dihydroxy-3-methylbenzoyl)isoindoline-5-carboxylic acid C(C1=CC=CC=C1)OC1=C(C(=O)N2CC3=CC=C(C=C3C2)C(=O)O)C(=CC(=C1C)O)O